1-((2-(2,6-dioxopiperidin-3-yl)-1-oxoisoindolin-5-yl)methyl)-3-(3-hydroxy-4-methoxyphenyl)urea O=C1NC(CCC1N1C(C2=CC=C(C=C2C1)CNC(=O)NC1=CC(=C(C=C1)OC)O)=O)=O